6-(7,8-dimethyl-3-(trifluoromethyl)-[1,2,4]triazolo[4,3-b]pyridazin-6-yl)-3-(2-fluorophenoxy)-5,6,7,8-tetrahydro-1,6-naphthyridine CC1=C(C=2N(N=C1N1CC=3C=C(C=NC3CC1)OC1=C(C=CC=C1)F)C(=NN2)C(F)(F)F)C